pyrazolinedione N1NC(C(C1)=O)=O